2-carboxyl-methyl-phenyl-propane C(=O)(O)C(C(C1=CC=CC=C1)C)C